CC(=CCC=1C(=C(C(=CC1O)CCCCC)C1=NN=CO1)O)CCC=C(C)C 5-(3-(3,7-dimethylocta-2,6-dien-1-yl)-2,4-dihydroxy-6-pentylphenyl)-1,3,4-oxadiazol